C1(CC1)C=1C(=NC(=NC1)NC=1C(=NN(C1)C1CC2CCC(C1)N2C)C)NCCCN2C(CN(CCC2)C)=O 1-(3-((5-cyclopropyl-2-((3-methyl-1-(8-methyl-8-azabicyclo[3.2.1]octan-3-yl)-1H-pyrazol-4-yl)amino)pyrimidin-4-yl)amino)propyl)-4-methyl-1,4-diazepan-2-one